1-(2-hydroxy-1,2-oxaborinan-5-yl)-N-((5-(2-methoxypyridin-4-yl)-2,3-dihydro-1H-inden-4-yl)carbamoyl)-1H-pyrazole-3-sulfonamide OB1OCC(CC1)N1N=C(C=C1)S(=O)(=O)NC(NC1=C2CCCC2=CC=C1C1=CC(=NC=C1)OC)=O